NCCC1=CC=C(C=C1)Cl 2-amino-1-(4-chlorophenyl)ethane